oxabicyclo[4.4.0]Decane C12OCCCC2CCCC1